3-(2-chloro-5-methylpyrimidin-4-ylamino)-thiophene-2-carboxylic acid methyl ester COC(=O)C=1SC=CC1NC1=NC(=NC=C1C)Cl